isopropyl (1-(5-(3-chloro-6-methoxypyrazolo[1,5-a]pyridin-4-yl)pyridin-2-yl)-4-methylpiperidin-4-yl)carbamate ClC=1C=NN2C1C(=CC(=C2)OC)C=2C=CC(=NC2)N2CCC(CC2)(C)NC(OC(C)C)=O